FCC(OC=1C=C2C(N(C(N(C2=CC1)C1CCN(CC1)C=O)=O)CC1=CC=2C(=NC=CC2)S1)=O)CF 4-{6-[2-fluoro-1-(fluoromethyl)ethoxy]-2,4-dioxo-3-(thieno[2,3-b]pyridin-2-ylmethyl)-3,4-dihydroquinazolin-1(2H)-yl}piperidine-1-carbaldehyde